2,2'-(2,7-dibromo-9H-fluorene-9,9-diyl)bis(ethan-1-ol) BrC1=CC=2C(C3=CC(=CC=C3C2C=C1)Br)(CCO)CCO